NC1=NNC2=C1C(=NC=C2C2=NC=C(C=C2)C2COC2)C2=CC=C(CNC(C1=C(C=CC(=C1)F)OC)=O)C=C2 N-(4-(3-amino-7-(5-(oxetan-3-yl)pyridin-2-yl)-1H-pyrazolo[4,3-c]pyridin-4-yl)benzyl)-5-fluoro-2-methoxybenzamide